dimethyl (5'-methyl-4-(2-methyloctan-2-yl)-2'-(prop-1-en-2-yl)-1',2',3',4'-tetrahydro-[1,1'-biphenyl]-2,6-diyl) bis(benzylphosphonate) C(C1=CC=CC=C1)P(OC)(OC1=C(C(=CC(=C1)C(C)(CCCCCC)C)OP(OC)(=O)CC1=CC=CC=C1)C1C(CCC(=C1)C)C(=C)C)=O